C1(=CC=CC=C1)C(C=CC1=CC=CC=C1)NC1=CC=CC=C1 N-(1,3-diphenylprop-2-en-1-yl)aniline